4-Fluoro-2-hydroxy-3-(3-hydroxypropyl)benzonitrile FC1=C(C(=C(C#N)C=C1)O)CCCO